4-oxo-3,8,11,14,17,20,23,26,29,32,35,38,41,44,47,50,53,56,59,62,65,68,71,74,77-pentacosaoxa-5-azaoctacontan-80-oic acid O=C(OCC)NCCOCCOCCOCCOCCOCCOCCOCCOCCOCCOCCOCCOCCOCCOCCOCCOCCOCCOCCOCCOCCOCCOCCOCCOCCC(=O)O